C(C)(C)(C)[Si](C)(C)OCCCOC=1C=C2C(=NN(C2=CC1)C1OCCCC1)I tert-butyl-[3-(3-iodo-1-tetrahydropyran-2-yl-indazol-5-yl)oxypropoxy]-dimethyl-silane